tert-butyl N-tert-butoxycarbonyl-N-[3-(1-fluoroprop-1-enyl)phenyl]carbamate C(C)(C)(C)OC(=O)N(C(OC(C)(C)C)=O)C1=CC(=CC=C1)C(=CC)F